5-(5-chloropent-1-ynyl)pyrimidin-4-amine ClCCCC#CC=1C(=NC=NC1)N